3-(4-chlorophenoxy)-3-ethynylbicyclo[3.1.0]hexane ClC1=CC=C(OC2(CC3CC3C2)C#C)C=C1